hexakis(trimethylsilylethynyl)benzene C[Si](C)(C)C#CC1=C(C(=C(C(=C1C#C[Si](C)(C)C)C#C[Si](C)(C)C)C#C[Si](C)(C)C)C#C[Si](C)(C)C)C#C[Si](C)(C)C